C1(CC1)C=1C=C(C=C(C#CC2(C=C(C(C=C2)=O)C2CC2)O)C#CC2(C=C(C(C=C2)=O)C2CC2)O)C=CC1O 4,4'-(3-(3-cyclopropyl-4-hydroxybenzylidene)penta-1,4-diyne-1,5-diyl)bis(2-cyclopropyl-4-hydroxycyclohexa-2,5-dien-1-one)